(Z)-5-(2-Ethoxy-6-fluorophenyl)-3-(1-((6-(piperazin-1-yl)pyridin-3-yl)amino)ethylidene)-1H-pyrrolo[2,3-c]pyridin-2(3H)-one C(C)OC1=C(C(=CC=C1)F)C=1C=C/2C(=CN1)NC(\C2=C(\C)/NC=2C=NC(=CC2)N2CCNCC2)=O